ClC1=CC(=C2N1C=NC(=C2)C(=O)OCC)C2=NC(=CC(=C2)C(F)F)[C@@]2(COCC2)OC Ethyl (S)-7-chloro-5-(4-(difluoromethyl)-6-(3-methoxytetrahydrofuran-3-yl)pyridin-2-yl)pyrrolo[1,2-c]pyrimidine-3-carboxylate